5-(oxetan-3-ylmethoxy)-3-[6-(3-piperidyl)-2-pyridyl]pyrazolo[1,5-a]pyridine O1CC(C1)COC1=CC=2N(C=C1)N=CC2C2=NC(=CC=C2)C2CNCCC2